4-chloro-2-(cyclopropyloxy)pyrimidine-5-carboxylic acid ethyl ester C(C)OC(=O)C=1C(=NC(=NC1)OC1CC1)Cl